2-[2-(aminomethyl)-3,3-difluoro-allyl]-4-[5-[3-(1-ethylpyrazol-4-yl)phenyl]-3-methyl-2-pyridinyl]-1,2,4-triazol-3-one NCC(CN1N=CN(C1=O)C1=NC=C(C=C1C)C1=CC(=CC=C1)C=1C=NN(C1)CC)=C(F)F